tert-butyl (2S,4R)-4-hydroxy-2-(((R)-2-hydroxy-1-(4-(pyrazin-2-yl)phenyl)ethyl)carbamoyl)pyrrolidine-1-carboxylate O[C@@H]1C[C@H](N(C1)C(=O)OC(C)(C)C)C(N[C@@H](CO)C1=CC=C(C=C1)C1=NC=CN=C1)=O